O1CCOC2=NC=CC(=C21)B(O)O (2,3-dihydro-[1,4]dioxino[2,3-b]pyridin-8-yl)boronic acid